[Na+].S(=O)(=O)([O-])C(C(=O)OCCCCCCCCCCCCC)CC(=O)OCCCCCCCCCCCCC bis(tridecyl) sulfosuccinate sodium salt